1-tert-butyl (4-((5-(1,6-dimethyl-1H-pyrazolo[3,4-b]pyridin-4-yl)-3-methyl-4,5,6,7-tetrahydro-1H-pyrazolo[4,3-c]pyridin-1-yl)methyl)bicyclo[2.2.1]heptan-1-yl)carbamate CN1N=CC=2C1=NC(=CC2N2CC1=C(CC2)N(N=C1C)CC12CCC(CC1)(C2)NC(OC(C)(C)C)=O)C